C(C)(C)(C)C1=CC=C(C=C1)CC(=O)ON1C(CCC1=O)=O 2,5-dioxopyrrolidin-1-yl 2-(4-(tert-butyl)phenyl)acetate